1-(2-chloroethyl)-1H-tetrazole ClCCN1N=NN=C1